C(N)(OC[C@H]1CNCCO1)=O (R)-(morpholin-2-ylmethyl) carbamate